3-((7-((R)-3-Cyclohexyl-2-methylpropanoyl)-10-hydroxy-7-azaspiro[4.5]decan-10-yl)methyl)-6-fluoroquinazolin-4(3H)-one C1(CCCCC1)C[C@H](C(=O)N1CC2(CCCC2)C(CC1)(O)CN1C=NC2=CC=C(C=C2C1=O)F)C